C(C1=CC=CC=C1)OC1=C(N(C=C(C1=O)C(NCC1=C(C=C(C=C1F)F)F)=O)N(C(=O)OC(C)(C)C)C(C)C=C)C(=O)O 3-(Benzyloxy)-1-(but-3-en-2-yl(tert-butoxycarbonyl)amino)-4-oxo-5-((2,4,6-trifluorobenzyl)carbamoyl)-1,4-dihydropyridine-2-carboxylic acid